[8-(1-hexylheptoxy)-7,7-dimethyl-8-oxo-octyl] (2S,4S)-4-hydroxypyrrolidine-2-carboxylate O[C@H]1C[C@H](NC1)C(=O)OCCCCCCC(C(=O)OC(CCCCCC)CCCCCC)(C)C